Cl.ClC1=C(C=CC(=C1)Cl)\C=1\CCCC2=C(\C1\C1=CC=C(C=C1)C=C1CN(CC1)CCCF)C=CC(=C2)O (Z)-8-(2,4-dichlorophenyl)-9-(4-((1-(3-fluoropropyl)pyrrolidin-3-ylidene)methyl)phenyl)-6,7-dihydro-5H-benzo[7]annulen-3-ol hydrochloride